3-[4-(2,2'-binaphthyl-6-yl)phenyl]-9-(2-naphthyl)-9H-carbazole C1=C(C=CC2=CC(=CC=C12)C1=CC=C(C=C1)C=1C=CC=2N(C3=CC=CC=C3C2C1)C1=CC2=CC=CC=C2C=C1)C1=CC2=CC=CC=C2C=C1